5'-O-(4,4'-dimethoxytrityl)-deoxyadenosine COC1=CC=C(C(C2=CC=C(C=C2)OC)(C2=CC=CC=C2)OC[C@@H]2[C@H](C[C@@H](O2)N2C=NC=3C(N)=NC=NC23)O)C=C1